N-[4-fluoro-5-(2-morpholin-4-ylpyrimidin-5-yl)-2-[(3R,4R)-3-fluoro-4-[2-methoxyethyl(methyl)amino]pyrrolidin-1-yl]phenyl]-6-oxo-4-(trifluoromethyl)-1H-pyridine-3-carboxamide FC1=CC(=C(C=C1C=1C=NC(=NC1)N1CCOCC1)NC(=O)C1=CNC(C=C1C(F)(F)F)=O)N1C[C@H]([C@@H](C1)N(C)CCOC)F